C(C)(=O)OCCC[C@@H](C(=O)OCC=C)C1=CC=C(C=C1)C1(COC1)N |r| (±)-Allyl 5-acetoxy-2-[4-(3-aminooxetan-3-yl)phenyl]pentanoate